COC=1C=C2CCN(CC2=CC1OC)C(=O)OCC1=CC=CC=C1 benzyl 6,7-dimethoxy-3,4-dihydroisoquinolin-2(1H)-carboxylate